10,14-bis(t-Butoxycarbonyl)-5-hexyl-2,2-dimethyl-4,7,12-trioxo-3-oxa-6,11,13-triazaheptadecane-17-oic acid C(C)(C)(C)OC(=O)C(CCC(NC(C(OC(C)(C)C)=O)CCCCCC)=O)NC(NC(CCC(=O)O)C(=O)OC(C)(C)C)=O